1-(difluoromethyl)-3-(1-(4-fluoro-3-methylphenyl)-5-hydroxy-2-(tetrahydro-2H-pyran-4-yl)-1H-indol-3-yl)cyclobutane-1-carboxylic acid FC(C1(CC(C1)C1=C(N(C2=CC=C(C=C12)O)C1=CC(=C(C=C1)F)C)C1CCOCC1)C(=O)O)F